C(C1=CC=CC=C1)OC=1C=CC2=C(C(=C(S2)C(F)F)C(=O)NC2COCC2)C1 5-(benzyloxy)-2-(difluoromethyl)-N-(oxolan-3-yl)-1-benzothiophene-3-carboxamide